tert-butyl (3S,SR)-4-hydroxy-3-methyl-5-(4-methyl-1-oxo-1,3-dihydroisobenzofuran-5-yl)piperazine-1-carboxylate ON1[C@H](CN(C[C@@H]1C=1C(=C2COC(C2=CC1)=O)C)C(=O)OC(C)(C)C)C |&1:6|